N-methyl-uracil CN1C(=O)NC(=O)C=C1